C1(=CC=CC=C1)C1(C=CC=C2C3=CC=CC=C3C=C12)C1=CC=CC=C1 (1,1-diphenyl)fluorene